N6-(2-amino-2-phenyl-propyl)-N4-[6-(difluoromethoxy)-3-pyridyl]-1-methyl-pyrazolo[3,4-d]pyrimidine-4,6-diamine NC(CNC1=NC(=C2C(=N1)N(N=C2)C)NC=2C=NC(=CC2)OC(F)F)(C)C2=CC=CC=C2